C(C)N1C(CNCC1)[Sn]C1N(CCNC1)CC bis(N-ethylpiperazinyl)tin